COC1COCC2=C1OC(C1=C2C=C(S1)C=1C=NN(C1)COCC[Si](C)(C)C)=O 4-methoxy-8-(1-((2-(trimethylsilyl)ethoxy)methyl)-1H-pyrazol-4-yl)-3,4-dihydro-1H,6H-pyrano[4,3-b]Thieno[3,2-d]Pyran-6-one